ClC=1N=CC=C2C1N(C=C2C2=NC(=NC=C2F)NC2=C(C(=CC=C2)S(=O)(=O)C)F)S(=O)(=O)CC2=CC=CC=C2 4-(7-chloro-1-toluenesulfonyl-1H-pyrrolo[2,3-c]pyridin-3-yl)-5-fluoro-N-(2-fluoro-3-(methylsulfonyl)phenyl)pyrimidin-2-amine